C(C1=CC=CC=C1)OC1=C(C=C(C(=C1)OCC1=CC=CC=C1)F)C1(COC1)N 3-[2,4-bis(benzyloxy)-5-fluorophenyl]oxetan-3-amine